tert-butyl 6-(piperidin-4-yl)-2,6-diazaspiro[3.3]heptane-2-carboxylate N1CCC(CC1)N1CC2(CN(C2)C(=O)OC(C)(C)C)C1